2,5-dichloronitrobenzene ClC1=C(C=C(C=C1)Cl)[N+](=O)[O-]